3-(3-nitrophenyl)-2-(1H-indole-3-carbonyl)acrylonitrile [N+](=O)([O-])C=1C=C(C=CC1)C=C(C#N)C(=O)C1=CNC2=CC=CC=C12